ethyl (Z)-4-((tert-butoxycarbonyl) (methyl) amino)-2-chlorobut-2-enoate C(C)(C)(C)OC(=O)N(C\C=C(\C(=O)OCC)/Cl)C